BrC1=CC2=C(NC=N2)C=C1OC1CCOCC1 5-bromo-6-tetrahydropyran-4-yloxy-1H-benzimidazole